NC=1C(=C(C(=O)OC)C=C(C1)Br)N[C@@H](C)CCCCNC(=O)OC(C)(C)C methyl (S)-3-amino-5-bromo-2-((6-((tert-butoxycarbonyl)amino)hexan-2-yl)amino)benzoate